C1(CC1)C1=CC=C2C=C(C=C(C2=C1)CCNC(C)=O)F N-(2-(7-cyclopropyl-3-fluoronaphthalen-1-yl)ethyl)acetamide